OC(C)(C)C1=C(C(=O)O)C=CN=C1 (2-hydroxypropan-2-yl)isonicotinic acid